COC=1C=C2CC(C(C2=CC1OC)=O)CC1CCNCC1 5,6-dimethoxy-2-(piperidin-4-ylmethyl)-2,3-dihydro-1H-inden-1-one